3-[[cyclohexyl(methyl)sulfamoyl]amino]-4-methoxy-6-[3-(4-prop-2-ynoylpiperazin-1-yl)phenyl]-1,2-benzoxazole C1(CCCCC1)N(S(=O)(=O)NC1=NOC2=C1C(=CC(=C2)C2=CC(=CC=C2)N2CCN(CC2)C(C#C)=O)OC)C